FC=1C=C(C(=O)NC2=CC=CC=C2)C=C(C1O)C=O 3-fluoro-5-formyl-4-hydroxy-N-phenylbenzamide